tert-Butyl (3-(5-fluoro-2-(2,2,2-trifluoroacetamido)phenyl)prop-2-yn-1-yl)(6-methoxy-3-nitropyridin-2-yl)carbamate FC=1C=CC(=C(C1)C#CCN(C(OC(C)(C)C)=O)C1=NC(=CC=C1[N+](=O)[O-])OC)NC(C(F)(F)F)=O